8-(((2-aminoethyl)amino)methyl)naphthalene NCCNCC=1C=CC=C2C=CC=CC12